C(C)(C)N1C=NC=C1C(=O)NCC=1N=C(C=2N(C1)C=CN2)C2=CC=C(C=C2)C(F)(F)F 1-isopropyl-N-((8-(4-(trifluoromethyl)phenyl)imidazo[1,2-a]pyrazin-6-yl)methyl)-1H-imidazole-5-carboxamide